21-hydroxy-17-(1-oxo-propoxy)pregn-4-ene-3,20-dione OCC([C@]1(CC[C@H]2[C@@H]3CCC4=CC(CC[C@]4(C)[C@H]3CC[C@]12C)=O)OC(CC)=O)=O